1-(2-methyl-4-(4-methyl-6-oxo-1,4,5,6-tetrahydropyridazine-3-yl)phenyl)-3-propylguanidine CC1=C(C=CC(=C1)C1=NNC(CC1C)=O)NC(=N)NCCC